2-(4-chloro-3-fluorophenoxy)-5-(((9a-methyl-1-oxo-6,7,8,9,9a,10-hexahydro-1H-pyrido[1',2':3,4]imidazo[1,2-c]pyrimidin-3-yl)oxy)methyl)benzonitrile ClC1=C(C=C(OC2=C(C#N)C=C(C=C2)COC=2C=C3N(C(N2)=O)CC2(N3CCCC2)C)C=C1)F